Methyl-2-(2-(benzofuran-6-carbonyl)-5,7-dichloro-1,2,3,4-tetrahydroisoquinoline-6-carboxamido)-3-(3-(methylsulfonyl)phenyl)propionate COC(C(CC1=CC(=CC=C1)S(=O)(=O)C)NC(=O)C=1C(=C2CCN(CC2=CC1Cl)C(=O)C1=CC2=C(C=CO2)C=C1)Cl)=O